C(C)N1C[C@H](CCC1)C1=C(N=NC=C1C(F)(F)F)N [(3R)-1-ethyl-3-piperidyl]-5-(trifluoromethyl)pyridazin-3-amine